(S)-benzyl 2-amino-3-(3-benzyl-3-methylureido)propanoate N[C@H](C(=O)OCC1=CC=CC=C1)CNC(=O)N(C)CC1=CC=CC=C1